(S)-2-((((9H-fluoren-9-yl)methoxy)carbonyl)amino)-3-(5-cyanopyrazin-2-yl)propanoic acid C1=CC=CC=2C3=CC=CC=C3C(C12)COC(=O)N[C@H](C(=O)O)CC1=NC=C(N=C1)C#N